4-(5-(3-aminopropyl)-1,2,4-oxadiazol-3-yl)-N-butylbenzamide hydrochloride Cl.NCCCC1=NC(=NO1)C1=CC=C(C(=O)NCCCC)C=C1